BrC1=CC(=C(C(=C1)[N+](=O)[O-])N[C@H]1[C@H](CCCC1)NC(=O)C1=CC(NC2=CC=C(C=C12)F)=O)C(=O)N1CCN(CC1)C N-((1S,2R)-2-((4-bromo-2-(4-methylpiperazine-1-carbonyl)-6-nitrophenyl)amino)cyclohexyl)-6-fluoro-2-oxo-1,2-dihydroquinoline-4-carboxamide